2,6,10-trimethyl-undec-9-enal CC(C=O)CCCC(CCC=C(C)C)C